(R)-4-propyl-6,6a,7,8,9,10-hexahydro-5H-pyrazino[1,2-a][1,8]naphthyridine C(CC)C=1C=2CC[C@H]3N(C2N=CC1)CCNC3